6-(Dimethylphosphoryl)-2-methyl-N-{(1R)-1-[2-methyl-3-(trifluoromethyl)phenyl]ethyl}pyrido[3,4-d]pyrimidin-4-amine CP(=O)(C)C1=CC2=C(N=C(N=C2N[C@H](C)C2=C(C(=CC=C2)C(F)(F)F)C)C)C=N1